[Si](C)(C)(C(C)(C)C)OC1C(NC(C1)C1=CC=CC=C1)=O 3-((tert-butyldimethylsilyl)oxy)-5-phenylpyrrolidin-2-one